(S)-2-((3-chloro-5-(3-((7-(ethanesulfonamido)-2-azaspiro[3.5]nonan-2-yl)methyl)pyrrolidine-1-yl)-1,2,4-triazin-6-yl)oxy)-5-fluoro-N,N-diisopropylbenzamide ClC=1N=NC(=C(N1)N1C[C@@H](CC1)CN1CC2(C1)CCC(CC2)NS(=O)(=O)CC)OC2=C(C(=O)N(C(C)C)C(C)C)C=C(C=C2)F